N-(5-cyanopyridin-3-yl)-N-((5-(5-(difluoromethyl)-1,3,4-oxadiazol-2-yl)thiazol-2-yl)methyl)ethanesulfonamide C(#N)C=1C=C(C=NC1)N(S(=O)(=O)CC)CC=1SC(=CN1)C=1OC(=NN1)C(F)F